C[Si](N[Si](C)(C)C)(C)C Hexamethyldi-silazan